[N+](=O)([O-])[O-].[Tm+3].[N+](=O)([O-])[O-].[N+](=O)([O-])[O-] Thulium nitrat